(R)-3-hydroxybutyric acid (R)-3-hydroxybutyl ester O[C@@H](CCOC(C[C@@H](C)O)=O)C